4-(hydroxymethyl)pyrimidine OCC1=NC=NC=C1